tris[6-(N,N-Dimethylamino)hexyl]amin CN(C)CCCCCCN(CCCCCCN(C)C)CCCCCCN(C)C